8-(4-butoxy-3-methyl-phenyl)-5-cyclopropyl-4-[(1-naphthyl)methyl]-2-oxo-7-thia-1-azabicyclo[4.3.0]non-3,5,8-triene-9-carboxylic acid C(CCC)OC1=C(C=C(C=C1)C=1SC2=C(C(=CC(N2C1C(=O)O)=O)CC1=CC=CC2=CC=CC=C12)C1CC1)C